C(C=C)(=O)N1CCN(CC1)C=1C2=C(N(C(N1)=O)C=1C(=NC=CC1C)C)N=C(C(=C2)F)C2=C(C=CC=C2O)F (4-acryloyl-piperazin-1-yl)-1-(2,4-dimethylpyridin-3-yl)-6-fluoro-7-(2-fluoro-6-hydroxyphenyl)pyrido[2,3-d]pyrimidin-2(1H)-one